FC1=C(C(F)(F)F)C=C(C=C1)Br 2-fluoro-5-bromotrifluorotoluene